4-(2-(4-(2-(dimethylamino)ethyl)piperazin-1-yl)pyridin-3-yl)-4H-benzo[b]pyrrolo[1,2-d][1,4]oxazine-1-carbaldehyde CN(CCN1CCN(CC1)C1=NC=CC=C1C1C=2N(C3=C(O1)C=CC=C3)C(=CC2)C=O)C